2,3,4-Trichloronitrobenzene C1=CC(=C(C(=C1[N+](=O)[O-])Cl)Cl)Cl